CC1(CN(C1)CC1=C(C(=CC=C1)F)NC)C (2-((3,3-dimethylazetidin-1-yl)methyl)-6-fluorophenyl)-methylamine